N-(7-fluoro-2-formyl-indan-5-yl)-2-hydroxy-2-methyl-propionamide FC=1C=C(C=C2CC(CC12)C=O)NC(C(C)(C)O)=O